4-{4-[(1-ethyl-1H-indol-4-yl)methyl]piperazin-1-yl}-6-fluoro-1-methyl-3-nitro-1,2-dihydroquinolin-2-one C(C)N1C=CC2=C(C=CC=C12)CN1CCN(CC1)C1=C(C(N(C2=CC=C(C=C12)F)C)=O)[N+](=O)[O-]